C12(CC(C1)C2)NC(=O)C2=C(C=1C(=NC=C(N1)C(F)(F)F)N(C2=O)CCN2CCC(CC2)O)O N-(bicyclo[1.1.1]pentan-1-yl)-8-hydroxy-5-(2-(4-hydroxypiperidin-1-yl)ethyl)-6-oxo-2-(trifluoromethyl)-5,6-dihydropyrido[2,3-b]pyrazine-7-carboxamide